N=1C(=CN2C1C=CC=C2)C=2C=C(C(=O)N1CCC3(CCN(CC3)C(=O)C3=NC(=CC=C3)NC3=CC=CC=C3)CC1)C=CC2 (9-(3-(imidazo[1,2-a]pyridin-2-yl)benzoyl)-3,9-diazaspiro[5.5]undecan-3-yl)(6-(anilino)pyridin-2-yl)methanone